tetra-dodecyl (propane-2,2-diylbis(4,1-phenylene))bis(phosphite) CC(C)(C1=CC=C(C=C1)P(OCCCCCCCCCCCC)(OCCCCCCCCCCCC)OCCCCCCCCCCCC)C1=CC=C(C=C1)P(OCCCCCCCCCCCC)([O-])[O-]